(R)-N-((R)-1-(6-((2-amino-3-chloropyridin-4-yl)thio)pyrido[2,3-b]pyrazin-2-yl)-1',3'-dihydrospiro[azetidine-3,2'-indene]-1'-yl)-2-methylpropane-2-sulfinamide NC1=NC=CC(=C1Cl)SC=1C=CC=2C(=NC=C(N2)N2CC3([C@@H](C4=CC=CC=C4C3)N[S@](=O)C(C)(C)C)C2)N1